C1[C@H]2[C@H]3C(OC([C@H]3[C@@H]1CC2)=O)=O (3aR,4S,7R,7aS)-hexahydro-4,7-methyleneisobenzofuran-1,3-dione